3-(5-bromo-3-methyl-2-oxo-2,3-dihydro-1H-1,3-benzodiazol-1-yl)-1-[(4-methoxyphenyl)methyl]piperidine-2,6-dione BrC1=CC2=C(N(C(N2C)=O)C2C(N(C(CC2)=O)CC2=CC=C(C=C2)OC)=O)C=C1